C(C)(=O)OC[C@]1(O[C@H](C[C@@H]1OC(C)=O)N1C(N=C(C(=C1)F)N)=O)C(F)(F)F ((2R,3S,5R)-3-acetoxy-5-(4-amino-5-fluoro-2-oxopyrimidin-1(2H)-yl)-2-(trifluoromethyl)tetrahydrofuran-2-yl)methyl acetate